1-(1Z-hexadecenyl)-sn-glycero-3-phosphate CCCCCCCCCCCCCC/C=C\OC[C@H](COP(=O)(O)O)O